C12COCC(CC1)N2CC2=CC(=C(C=C2)N2C=NC(=C2)C2=NC(=NC=C2C(F)(F)F)NC2CCN(CC2)S(=O)(=O)C)Cl 4-(1-(4-((3-oxa-8-azabicyclo[3.2.1]oct-8-yl)methyl)-2-chlorophenyl)-1H-imidazol-4-yl)-N-(1-(methylsulfonyl)piperidin-4-yl)-5-(trifluoromethyl)pyrimidin-2-amine